ClC=1C(=NC(=NC1)NC1=CC(=C(C=C1)N=S(=O)(C)C)F)N1C=C(C2=CC(=CC=C12)[N+](=O)[O-])C 5-Chloro-N-[4-[[dimethyl(oxo)-λ6-sulfanylidene]amino]-3-fluoro-phenyl]-4-(3-methyl-5-nitro-indol-1-yl)pyrimidin-2-amine